FC=1C=C2C=3C(=CN(C2=NC1N1CCNCC1)CC)C1=CC=CC=C1N3 2-fluoro-3-piperazin-1-yl-5-ethyl-5H-indolo[3,2-c][1,8]naphthyridine